O=C1N(CCCC1)C1=CC=C(C=N1)C=1C=C2C(N(C=NC2=CC1)CCC)=O 6-(6-(2-Oxopiperidin-1-yl)pyridin-3-yl)-3-propylquinazolin-4(3H)-one